FC=1C=C(CC2CN(CC2)CC2=CN=C(S2)NC(C)=O)C=CC1 N-(5-((3-(3-fluorobenzyl)pyrrolidin-1-yl)methyl)thiazol-2-yl)acetamide